3-ethyl 4-methyl 6-bromopyrazolo[1,5-a]pyridine-3,4-dicarboxylate BrC=1C=C(C=2N(C1)N=CC2C(=O)OCC)C(=O)OC